3-(Methyl-(oxetan-3-yl)amino)-5-(5-methylthiazol-2-yl)benzoic acid CN(C=1C=C(C(=O)O)C=C(C1)C=1SC(=CN1)C)C1COC1